C(CCC)[Sn](C1=CC2=C(S1)C=CS2)(CCCC)CCCC tributyl-(thieno[3,2-b]thiophen-2-yl)stannane